C1(CC1)C=1C(=CC(=C(CN2CCC3(CC(N(C3)C3=CC=C(C(=O)N(C)CCCC(=O)O)C=C3)=O)CC2)C1)OCC)C(=O)OC 4-(4-(8-(5-cyclopropyl-2-ethoxy-4-(methoxycarbonyl)benzyl)-3-oxo-2,8-diazaspiro[4.5]decan-2-yl)-N-methylbenzamido)butanoic acid